C1(CC1)S(=O)(=O)NC1=CC(=NC=C1)C(C(=O)NC1=NC=C(C=C1)C1=NC(=CN=C1)OCC)(CC)F 2-(4-(cyclopropanesulfonamido)pyridin-2-yl)-N-(5-(6-ethoxypyrazin-2-yl)pyridin-2-yl)-2-fluorobutanamide